(R)-N-((S,E)-8-((tert-Butyldiphenylsilyl)oxy)-2-methyloct-5-en-4-yl)-2-methylpropane-2-sulfinamide [Si](C1=CC=CC=C1)(C1=CC=CC=C1)(C(C)(C)C)OCC/C=C/[C@H](CC(C)C)N[S@](=O)C(C)(C)C